(2R)-2-Amino-4-methyl-N-[4-(1H-pyrrolo[2,3-b]pyridin-4-yl)-3-(trifluoromethoxy)phenyl]pentanamide N[C@@H](C(=O)NC1=CC(=C(C=C1)C1=C2C(=NC=C1)NC=C2)OC(F)(F)F)CC(C)C